C1=CC=C(C=C1)CN(CCO)C(=O)CCl N-benzyl-2-chloro-N-(2-hydroxyethyl)acetamide